C(=O)(O)C1=C(CSC(C#N)C)C=CC=C1 (ortho-carboxybenzylthio)propionitrile